NN1C(=NC(=C1C(=O)OCC)C1=CC=C(C=C1)C(NC1=NC=CC(=C1)C(C)C)=O)[C@H]1N(CCC1)C(=O)OC(C)(C)C (S)-ethyl 1-amino-2-(1-(tert-butoxycarbonyl) pyrrolidin-2-yl)-4-(4-((4-isopropylpyridin-2-yl) carbamoyl) phenyl)-1H-imidazole-5-carboxylate